3-(imidazo[1,2-a]pyridin-8-ylmethoxy)-6-methylpicolinaldehyde N=1C=CN2C1C(=CC=C2)COC=2C(=NC(=CC2)C)C=O